1,6-difluorooctane FCCCCCC(CC)F